C1N(CCC2=CC=CC=C12)C[C@H](CN1C(C2=CC=C(C=C2CC1)N1CCC(CC1)O)=O)O 2-[(2R)-3-(3,4-dihydro-1H-isoquinolin-2-yl)-2-hydroxy-propyl]-6-(4-hydroxy-1-piperidinyl)-3,4-dihydroisoquinolin-1-one